FC(OC1=CC=C(C=C1)N=NC1=CC=C(C=C1)OC(F)(F)F)(F)F 4,4'-bis(trifluoromethoxy)azobenzene